4-isopropyl-salicylic acid benzyl ester C(C1=CC=CC=C1)OC(C=1C(O)=CC(=CC1)C(C)C)=O